4-(2,5-dihydro-1H-pyrrol-3-yl)-6-(2-hydroxy-2-methylpropoxy)pyrazolo[1,5-a]Pyridine-3-carbonitrile hydrochloride Cl.N1CC(=CC1)C=1C=2N(C=C(C1)OCC(C)(C)O)N=CC2C#N